NC=1C(=C(C(=NC1)OC)F)C(=O)NC1=CC2=C(OC(O2)(F)F)C=C1 5-Amino-N-(2,2-difluoro-1,3-benzodioxol-5-yl)-3-fluoro-2-methoxypyridine-4-carboxamide